2-(1-Cyclopropylpiperidin-4-yl)-8-fluoro-6-(3-methylpyrrolo[1,2-a]pyrazin-7-yl)quinazolin-4(3H)-one acetate C(C)(=O)O.C1(CC1)N1CCC(CC1)C1=NC2=C(C=C(C=C2C(N1)=O)C=1C=C2N(C=C(N=C2)C)C1)F